((1R*,3S*)-3-((1,3-dioxoisoindolin-2-yl)methyl)-2,2-difluorocyclopropyl)methyl trifluoromethanesulfonate FC(S(=O)(=O)OC[C@@H]1C([C@@H]1CN1C(C2=CC=CC=C2C1=O)=O)(F)F)(F)F |o1:7,9|